[Cr](=O)([O-])[O-].[Fe+2] iron chromite